The molecule is a member of the class of sulfamic acids that is sulfamic acid in which one of the amino hydrogens has been replaced by a (7-methyloctyl) group. It has a role as a kairomone and a Daphnia pulex metabolite. It is a conjugate acid of a (7-methyloctyl)sulfamate. CC(C)CCCCCCNS(=O)(=O)O